1,3-divinyl-1,1,3,3-tetramethyl-disiloxane C(=C)[Si](O[Si](C)(C)C=C)(C)C